[O-]CCC.[O-]CCC.[O-]CCC.[Y+3] yttrium tripropoxide